2-butoxyethan C(CCC)OCC